Tert-butyl N-[3-(tert-butoxycarbonylamino)propyl]-N-[2-[tertbutyl(dimethyl)silyl]oxy-3-[2-[tertbutyl(dimethyl)silyl]oxyethylamino]propyl]carbamate C(C)(C)(C)OC(=O)NCCCN(C(OC(C)(C)C)=O)CC(CNCCO[Si](C)(C)C(C)(C)C)O[Si](C)(C)C(C)(C)C